CC1(CNCCC1C(=O)O)C 3,3-dimethylpiperidine-4-carboxylic acid